N-(n-butoxymethyl)-acrylamide C(CCC)OCNC(C=C)=O